OC=1C=C(C=CC1)C=1C=C(C(=O)N2CCNCC2)C=C(C1)C(F)(F)F 4-[3-(3-Hydroxyphenyl)-5-(trifluoromethyl)benzoyl]piperazin